COC=1C=C(O[C@@H](C(=O)N2CC=3CN(CC3C2)S(=O)(=O)C=2N(C=CN2)C)C)C=CC1 (2R)-2-(3-Methoxyphenoxy)-1-{5-[(1-methyl-1H-imidazol-2-yl)sulfonyl]-1H,2H,3H,4H,5H,6H-pyrrolo[3,4-c]pyrrol-2-yl}propan-1-one